C1(CCCCC1)C1=NC2=C(C(O1)=O)C=CC=C2 2-Cyclohexyl-3,1-benzoxazine-4-one